(2S,3R)-N-(2-Amino-4-((4-(trifluoromethyl)benzyl)amino)phenyl)-2,3-difluorononanamid NC1=C(C=CC(=C1)NCC1=CC=C(C=C1)C(F)(F)F)NC([C@@H]([C@@H](CCCCCC)F)F)=O